4-Chloro-7-((5-methyl-6,7,8,9-tetrahydro-5H-pyrido[3,2-b]azepin-2-yl)amino)-1-oxoisoindole-2-carboxylic acid tert-butyl ester C(C)(C)(C)OC(=O)N1C(C2=C(C=CC(=C2C1)Cl)NC=1C=CC=2N(CCCCC2N1)C)=O